BrC1=CC(=CN1S(=O)(=O)C1=CC=C(C)C=C1)C(=O)C1=C(C=CC=C1)C(F)(F)F (5-bromo-1-tosyl-1H-pyrrol-3-yl)(2-(trifluoromethyl)phenyl)methanone